(S)-6-(1-methyl-1H-pyrazol-4-yl)-N-(2-methyl-5-(3-methyl-4-(oxetan-3-yl)piperazin-1-yl)pyridin-3-yl)picolinamide CN1N=CC(=C1)C1=CC=CC(=N1)C(=O)NC=1C(=NC=C(C1)N1C[C@@H](N(CC1)C1COC1)C)C